O=C1NC(CCC1N1C(N(C2=C1C=CC(=C2)CC2CCC(CC2)CC(=O)O)C)=O)=O 2-(4-((1-(2,6-dioxopiperidin-3-yl)-3-methyl-2-oxo-2,3-dihydro-1H-benzimidazol-5-yl)methyl)cyclohexyl)acetic acid